6-diazo-5-oxo-benzene [N+](=[N-])=C1C(C=CC=C1)=O